COC1(CCCCC1)C1=CN=C(S1)NC(C=CNC1=NC=CC2=CC=C(C=C12)C1=NOC(=N1)C)=O N-[5-(1-methoxycyclohexyl)thiazol-2-yl]-3-[[7-(5-methyl-1,2,4-oxadiazol-3-yl)-1-isoquinolyl]amino]propenamide